CN1C=C(C=C(C1=O)OCC1=CC=CC=C1)C=1C=C(C=CC1)NS(=O)(=O)C N-[3-(1-methyl-6-oxo-5-phenylmethoxypyridin-3-yl)phenyl]methanesulfonamide